F[C@@H]1C2CC[C@@H](C[C@@H]1N(C1=CN=C(N=N1)C=1C=C3C=NN(C(C3=CC1O)=O)C)C)N2 6-(6-{[(2R,3S,5S)-2-fluoro-8-azabicyclo[3.2.1]octan-3-yl](methyl)amino}-1,2,4-triazin-3-yl)-7-hydroxy-2-methyl-1,2-dihydrophthalazin-1-one